ClC1=NC=C(C(=O)NC2CCC(CC2)OC2=C3C=CC=NC3=CC(=N2)N2CCOCC2)C=C1 6-chloro-N-((1s,4s)-4-((7-morpholino-1,6-naphthyridin-5-yl)oxy)cyclohexyl)nicotinamide